3-(6-chloro-7-cyclopropyl-[1,2,4]triazolo[4,3-b]pyridazin-3-yl)-5-methylisoxazole ClC=1C(=CC=2N(N1)C(=NN2)C2=NOC(=C2)C)C2CC2